FC(OC1=CC=2N=CN=C(C2N=C1NC(=O)C12CC(C1)(C2)N(C)C)C=2C(=NN(C2)C)C2=C(C=CC=C2)F)F N-[7-(difluoromethoxy)-4-[3-(2-fluorophenyl)-1-methyl-1H-pyrazol-4-yl]pyrido[3,2-d]pyrimidin-6-yl]-3-(dimethylamino)bicyclo[1.1.1]pentane-1-carboxamide